[N+](=O)([O-])C1=CC=C(C=C1)S(=O)(=O)OC(CC(=O)NC1=C(C(=O)[O-])C=CC=C1)C1=CC=CC=C1 2-((((4-nitrophenyl)sulfonyl)oxy)-3-phenylpropanamido)benzoate